ethyl-N-hydroxyethyl-glycine sodium salt [Na+].C(C)N(CC(=O)[O-])CCO